(2,2-dimethyl-1,3-dioxolan-4-yl)methylamine hydrochloride Cl.CC1(OCC(O1)CN)C